C(C)SC=1C(=NC=C(C1)C1=CC=NN1C)C1=NC=2N(C=C1)N=C(C2)C(F)(F)F 5-(3-(ethylthio)-5-(1-methyl-1H-pyrazol-5-yl)pyridin-2-yl)-2-(trifluoromethyl)pyrazolo[1,5-a]pyrimidine